1-(difluoromethyl)-N-methyl-1H-indazole-6-carboxamide FC(N1N=CC2=CC=C(C=C12)C(=O)NC)F